5-((1,4-Dimethyl-1H-pyrazol-5-yl)methoxy)-2-methylbenzofuran-3-carboxylic acid CN1N=CC(=C1COC=1C=CC2=C(C(=C(O2)C)C(=O)O)C1)C